FC(C1=CC=C(C=C1)C=1C=2N(C=C(N1)CNC(OC(C)(C)C)=O)C=NN2)(F)F tert-butyl ((8-(4-(trifluoromethyl)phenyl)-[1,2,4]triazolo[4,3-a]pyrazin-6-yl)methyl)carbamate